CP(OCO)([O-])([O-])C hydroxymethyl (dimethyl phosphite)